C(C)(C)(C)N1CCC12CCNCC2 tert-butyl-1,7-diazaspiro[3.5]nonane